5-(bromomethyl)-2-fluoropyridine BrCC=1C=CC(=NC1)F